3-(9-((4-(aminomethyl)-2,6-dimethylphenyl)carbamoyl)-4,5-dihydrobenzo[b]thieno[2,3-d]oxepin-8-yl)-6-((3,5-dimethoxyphenyl)carbamoyl)picolinic acid NCC1=CC(=C(C(=C1)C)NC(=O)C1=CC2=C(OCCC3=C2SC=C3)C=C1C=1C(=NC(=CC1)C(NC1=CC(=CC(=C1)OC)OC)=O)C(=O)O)C